1,2-dimethylcyclohex-3-ene CC1C(C=CCC1)C